(E)-6-((6-chloro-2-methyl-2H-indazol-5-yl)imino)-3-((1-((E)-3-(p-tolyl)acryloyl)-1H-1,2,3-triazol-5-yl)methyl)-1-(2,4,5-trifluorobenzyl)-1,3,5-triazine-2,4-dione ClC=1C(=CC2=CN(N=C2C1)C)\N=C\1/NC(N(C(N1CC1=C(C=C(C(=C1)F)F)F)=O)CC1=CN=NN1C(\C=C\C1=CC=C(C=C1)C)=O)=O